sodium 2-p-hydroxycinnamoyl-3,4-dihydroxyl-5-(glucosyl)cyclopent-2-enone OC1=CC=C(C=CC(=O)C=2C(C(C(C2O)O)C2[C@H](O)[C@@H](O)[C@H](O)[C@H](O2)CO)=O)C=C1.[Na]